3-bromo-5-((2,4-dichlorophenylimino)-methyl)phenyl 4-meth-ylbenzoate CC1=CC=C(C(=O)OC2=CC(=CC(=C2)C=NC2=C(C=C(C=C2)Cl)Cl)Br)C=C1